propylcyclopentadienyl(1,5-dimethylindenyl)zirconium dichloride [Cl-].[Cl-].C(CC)[Zr+2](C=1C(C2=CC=C(C=C2C1)C)C)C1C=CC=C1